(2E)-3-(1,3-benzodioxol-5-yl)-N,N-diphenyl-acrylamide O1COC2=C1C=CC(=C2)/C=C/C(=O)N(C2=CC=CC=C2)C2=CC=CC=C2